4-{3-[4-(piperidine-1-carbonyl)piperidine-1-carbonyl]-1H-pyrazol-5-yl}pyridine N1(CCCCC1)C(=O)C1CCN(CC1)C(=O)C1=NNC(=C1)C1=CC=NC=C1